C1=CC=C(C=C1)C2=NC(=NC(=N2)C3=CC=CC=C3)C4=CC=CC=C4 2,4,6-Triphenyltriazine